Cl.C(C=C)(=O)OCCN(C)C dimethylaminoethyl acrylate hydrochloride salt